N-(4-(3-amino-7-(5-(piperidin-4-yl)pyridin-2-yl)-1H-pyrazolo[4,3-c]pyridin-4-yl)benzyl)-5-fluoro-2-methoxybenzamide NC1=NNC2=C1C(=NC=C2C2=NC=C(C=C2)C2CCNCC2)C2=CC=C(CNC(C1=C(C=CC(=C1)F)OC)=O)C=C2